CN1C(N(C2=C1C(=CC=C2)CN(CCCCCCCN2CCOCC2)C)C2CNCCC2)=O 3-(3-methyl-4-((methyl(7-morpholinoheptyl)amino)methyl)-2-oxo-2,3-dihydro-1H-benzo[d]imidazol-1-yl)piperidin